(4-(trifluoromethoxy)phenyl)pyrimidine-2,4-diamine FC(OC1=CC=C(C=C1)C=1C(=NC(=NC1)N)N)(F)F